ClC=1C=CC2=C(N3C(N(S2(=O)=O)[C@H](C(=O)O)C(C)C2=C(C(=CC=C2F)C)C)CCC3)C1 (2S)-2-(8-chloro-5,5-dioxido-1,2,3,3a-tetrahydro-4H-benzo[e]pyrrolo[2,1-c][1,2,4]thiadiazin-4-yl)-3-(6-fluoro-2,3-dimethylphenyl)butanoic acid